C1(=CC=CC=2C3=CC=CC=C3CC12)COC(=O)NCCCC(=O)O 4-(fluorenylmethoxycarbonylamino)butanoic acid